N-((R)-4,4-difluoro-1-(oxetan-3-yl)pyrrolidin-3-yl)-4-methoxy-5-(1-((S)-1,1,1-trifluoropropan-2-yl)-1H-benzo[d][1,2,3]triazol-6-yl)pyrrolo[2,1-f][1,2,4]triazin-2-amine FC1([C@@H](CN(C1)C1COC1)NC1=NN2C(C(=N1)OC)=C(C=C2)C=2C=CC1=C(N(N=N1)[C@H](C(F)(F)F)C)C2)F